(S)-2-((tert-butoxycarbonyl)amino)-3-(tetrahydro-2H-pyran-4-yl)propanoic acid C(C)(C)(C)OC(=O)N[C@H](C(=O)O)CC1CCOCC1